2,3,5-trifluorobenzenesulfonyl chloride FC1=C(C=C(C=C1F)F)S(=O)(=O)Cl